(2S)-2-[[2-(3-methyl-4-methylsulfonyl-anilino)-5-(3-methyl-1,2,4-oxadiazol-5-yl)pyrimidin-4-yl]amino]-2-phenyl-ethanol CC=1C=C(NC2=NC=C(C(=N2)N[C@H](CO)C2=CC=CC=C2)C2=NC(=NO2)C)C=CC1S(=O)(=O)C